2,2-bis(4-amino-3-methylcyclohexyl)propane NC1C(CC(CC1)C(C)(C)C1CC(C(CC1)N)C)C